tert-butyl (3R,4S)-4-((2-(3-((4-(R-sulfonyl)-2-methoxyphenyl)amino)prop-1-yn-1-yl)-1-(2,2,2-trifluoroethyl)-1H-indol-4-yl)amino)-3-fluoropiperidine-1-carboxylate S(=O)(=O)=C1CC(=C(C=C1)NCC#CC=1N(C2=CC=CC(=C2C1)N[C@@H]1[C@@H](CN(CC1)C(=O)OC(C)(C)C)F)CC(F)(F)F)OC